2,2'-(1,3-propylene)difuran C(CCC=1OC=CC1)C=1OC=CC1